ClCC(=O)N1CCC2(N(C(CS2=O)=O)CC=2OC(=CC2)C2=CC=CC3=CC=CC=C23)CC1 8-(2-Chloroacetyl)-4-((5-(naphthalen-1-yl)furan-2-yl)methyl)-1-thia-4,8-diazaspiro[4.5]decan-3-one 1-oxide